ClC=1C=C(SC1Cl)S(=O)(=O)N1CCN(CC1)C[C@H](C)NC=1C2=C(N=CN1)C(=CS2)C N-[(2S)-1-{4-[(4,5-dichlorothiophen-2-yl)sulfonyl]piperazin-1-yl}propan-2-yl]-7-methylthieno[3,2-d]pyrimidin-4-amine